FC(C1=C(C=CC(=C1)F)C=1CCCC2=C(C1C1=CC=C(C=C1)CC1CN(C1)CCCF)C=CC(=C2)C(=O)O)F 8-(2-(difluoromethyl)-4-fluorophenyl)-9-(4-((1-(3-fluoropropyl)azetidin-3-yl)methyl)phenyl)-6,7-dihydro-5H-benzo[7]annulene-3-carboxylic acid